5-fluoropyridine-3-sulfonyl chloride FC=1C=C(C=NC1)S(=O)(=O)Cl